6-methyl-3,4-dihydro-2H-isoquinolin-1-one CC=1C=C2CCNC(C2=CC1)=O